BrC1=CC=C(C=C1)C1CCC2(CCCN12)CO (3-(4-Bromophenyl)tetrahydro-1H-pyrrolizin-7a(5H)-yl)methanol